BENZO[D][1,2,3]DIAZABORININ-1-OL B1(NN=CC2=C1C=CC=C2)O